NC=1C=C(C=C(C1)OCCCCO)CS(=NC(OC(C)(C)C)=O)(=O)C tert-butyl N-[[3-amino-5-(4-hydroxybutoxy)phenyl]methyl-methyl-oxo-λ6-sulfanylidene]carbamate